FC(C1=CNC=C1)(F)F 3-trifluoromethyl-1H-pyrrole